(3-(3-(9H-purin-6-yl)pyridin-2-ylamino)-4-methylphenyl)-5-(3-chlorophenyl)oxazole-4-carboxamide N1=CN=C2NC=NC2=C1C=1C(=NC=CC1)NC=1C=C(C=CC1C)C=1OC(=C(N1)C(=O)N)C1=CC(=CC=C1)Cl